BrC=1NC=C(N1)C 2-bromo-4-methyl-1H-imidazole